6-(diphenylamino)-1,3,5-triazine-2,4-dithiol C1(=CC=CC=C1)N(C1=NC(=NC(=N1)S)S)C1=CC=CC=C1